3-ethyl-6-fluoro-2-methoxyquinoline-7-carboxylic acid C(C)C=1C(=NC2=CC(=C(C=C2C1)F)C(=O)O)OC